BrC1=CC=C(C=C1)C(C(=O)O)(C)C 2-(4-Bromophenyl)-2-methylpropanoic acid